1-(2-phenylpyridin-4-yl)ethan-1-ol C1(=CC=CC=C1)C1=NC=CC(=C1)C(C)O